hydroxy-4-(2-((6-methoxybenzo[d]thiazol-2-yl)amino)acetamido)butanamide OC(C(=O)N)CCNC(CNC=1SC2=C(N1)C=CC(=C2)OC)=O